2-(2-chlorothien-5-yl)-4,5-dihydrothiazole-4-carboxylic acid ClC=1SC(=CC1)C=1SCC(N1)C(=O)O